COC1=C(C=C(C(=C1)CCCCC(C)=O)OC)CC(CC)NC(OC(C)(C)C)=O tertbutyl (1-(2,5-dimethoxy-4-(5-oxohexyl)phenyl)butan-2-yl)carbamate